C(C)(=O)OC1C=CC(C(OC(CC(CCC1(C)O)O)=O)\C(\C)=C\C=C\[C@](C[C@@H]1O[C@H]1[C@H](C)[C@H](CC)O)(C)O)C 7,10-dihydroxy-2-((R,2E,4E)-6-hydroxy-7-((2S,3S)-3-((2R,3S)-3-hydroxypentan-2-yl) oxiran-2-yl)-6-methylhept-2,4-dien-2-yl)-3,7-dimethyl-12-oxooxacyclododec-4-en-6-yl acetate